Cl.C(C)C1=CC(=C(C=C1OC)[C@H]1CNCCC1)OC (S)-3-(4-Ethyl-2,5-dimethylOxyphenyl)piperidine hydrochloride